ClC1=NC2=CC(=CC=C2C=C1F)CNC=1C(=NC=CC1)S(=O)(=O)C N-[(2-chloro-3-fluoroquinolin-7-yl)methyl]-2-methanesulfonylpyridin-3-amine